C(C)(C)(C)OC(=O)C=1SC(=C(C1OCC(=O)OCC)Cl)C1=CC(=CC=C1)N(C1CCN(CC1)S(=O)(=O)CC1=CC(=CC=C1)[N+](=O)[O-])C(C(C)C)=O.OCCCCC1=CC=CC=C1 hydroxybutyl-benzene tert-butyl-4-chloro-3-(2-ethoxy-2-oxo-ethoxy)-5-[3-[2-methylpropanoyl-[1-[(3-nitrophenyl)methylsulfonyl]-4-piperidyl]amino]phenyl]thiophene-2-carboxylate